4-[18F]fluoro-3-iodobenzylguanidine [18F]C1=C(C=C(CNC(=N)N)C=C1)I